amino-4-(trifluoromethyl)pyridazin-3(2H)-one NN1N=CC=C(C1=O)C(F)(F)F